4-(3-methylisothiazol-5-yl)-3,6-dihydropyridine-1(2H)-carboxylate CC1=NSC(=C1)C=1CCN(CC1)C(=O)[O-]